FC=1C(=C(C#N)C=CC1)C1=CC(=C2C(=N1)CNC2=O)N2N=C(C=C2)[C@H]2OCCC2 (S)-3-fluoro-2-(5-oxo-4-(3-(tetrahydrofuran-2-yl)-1H-pyrazol-1-yl)-6,7-dihydro-5H-pyrrolo[3,4-b]pyridin-2-yl)benzonitrile